4-(3-(8-methoxy-4-oxoquinazolin-3(4H)-yl)-2-methylphenyl)-6-((4-methoxybenzyl)oxy)-2,3-dimethyl-1H-indole-7-carboxamide COC=1C=CC=C2C(N(C=NC12)C=1C(=C(C=CC1)C1=C2C(=C(NC2=C(C(=C1)OCC1=CC=C(C=C1)OC)C(=O)N)C)C)C)=O